1-methyl-1,6-dihydroimidazo[4,5-d]pyrrolo[2,3-b]pyridine CN1C=NC=2C1=C1C(=NC2)NC=C1